F[B-](F)(F)F.C1OCCO1 2,5-dioxolane fluoroborate